ClC=1C2=C(N=C(N1)C1=NN=CN1)SC(=C2)C 4-chloro-6-methyl-2-(4H-1,2,4-triazol-3-yl)thieno[2,3-d]pyrimidine